cyclopentan-1-octanoic acid C1(CCCC1)CCCCCCCC(=O)O